[Sn].[Pb] plumbum-tin